3-O-caffeoylquinic acid O=C(/C=C/C1C=CC(O)=C(O)C=1)O[C@@H]1C[C@@](O)(C(=O)O)C[C@@H](O)[C@@H]1O